N-[6-[(2R,6S)-2,6-dimethyl-4-morpholinyl]-3-pyridinyl]-2-methyl-4'-(trifluoromethoxy)-[1,1'-biphenyl]-3-carboxamide C[C@@H]1CN(C[C@@H](O1)C)C1=CC=C(C=N1)NC(=O)C=1C(=C(C=CC1)C1=CC=C(C=C1)OC(F)(F)F)C